bis(2-butyloctyl) 10-[3-[2-[3-[2-[2-[(1-methylpiperidine-4-carbonyl)amino]ethoxy]ethoxy]propanoylamino]ethyl disulfanyl]propanoyl-nonyl-amino]nonadecanedioate CN1CCC(CC1)C(=O)NCCOCCOCCC(=O)NCCSSCCC(=O)N(C(CCCCCCCCC(=O)OCC(CCCCCC)CCCC)CCCCCCCCC(=O)OCC(CCCCCC)CCCC)CCCCCCCCC